N1C(=NC=C1)[C@H]1NC(CC=2C3=CC=CC=C3NC12)C(=O)OCC1=CC=CC=C1 benzyl (S)-1-(1H-imidazol-2-yl)-2,3,4,9-tetrahydro-β-carboline-3-carboxylate